COC1=NC(=NC(=N1)OC)OC(C1=CC=C(C=C1)O[C@H](CC1CCCCC1)C=1C=C(C=CC1)C1=CC=C(C=C1)C(F)(F)F)=O.NC1=CC=C(C=C1)N1CCN(CC1)C1=CC=C(C=C1)OC 1-(4-aminophenyl)-4-(4-methoxyphenyl)piperazine 4,6-Dimethoxy-1,3,5-triazin-2-yl-(R)-4-(2-cyclohexyl-1-(4'-(trifluoromethyl)-[1,1'-biphenyl]-3-yl)ethoxy)benzoate